(3S,4z,6z,8e)-ethyl-3,7-dimethyl-9-(tri-n-butylstannyl)non-4,6,8-trienoic acid ethyl ester C(C)OC(C([C@H](\C=C/C=C(\C=C\[Sn](CCCC)(CCCC)CCCC)/C)C)CC)=O